C(C)OC1C(C(C1OCC)=O)=O 3,4-diethoxycyclobutane-1,2-dione